N[C@@H](CCC)C(=O)O (S)-norvaline